(S)-S-(2-(1,3-dioxoisoindolin-2-yl)-3-methylbutyl) ethanethioate C(C)(SC[C@H](C(C)C)N1C(C2=CC=CC=C2C1=O)=O)=O